CN1N=NN=C1SC1=C(C(=O)NC2=CC=C(C=C2)C2CN(CCC2)C(=O)OC(C)(C)C)C=C(C=C1)[N+](=O)[O-] tert-butyl 3-[4-[[2-(1-methyltetrazol-5-yl)sulfanyl-5-nitro-benzoyl]amino]phenyl]piperidine-1-carboxylate